2-methyl-6,6-bis(4-sulfonatobutyl)-9,12-dioxa-6-aza-2-silapentadecan-6-ium-15-carboxylic acid sodium salt [Na+].C[SiH](C)CCC[N+](CCOCCOCCCC(=O)O)(CCCCS(=O)(=O)[O-])CCCCS(=O)(=O)[O-]